(2R)-2-(methyl-(pyrrolidin-3-yl)amino)-2-phenylacetic acid methyl ester COC([C@@H](C1=CC=CC=C1)N(C1CNCC1)C)=O